FC1(OC2=C(O1)C=CC(=C2)NC(C)=O)F N-(2,2-difluorobenzo[d][1,3]dioxol-5-yl)acetamide